3-fluorophenyl-5-(4-hydroxyphenyl)-6-(4-(6-selenocyano-hexanamido) phenyl)-7-oxabicyclo[2.2.1]hept-5-ene-2-sulfonate FC=1C=C(C=CC1)OS(=O)(=O)C1C2C(=C(C(C1)O2)C2=CC=C(C=C2)O)C2=CC=C(C=C2)NC(CCCCC[Se]C#N)=O